2-Chloro-6-((1-methylpiperidin-4-yl)oxy)pyridine Sodium hydride [H-].[Na+].ClC1=NC(=CC=C1)OC1CCN(CC1)C